C1(=CC=CC=C1)C1CC2(C1)NC(N(C2=O)CC2=NN=C1N2CCCCC1)=O 2-phenyl-7-({5H,6H,7H,8H,9H-[1,2,4]triazolo[4,3-a]azepin-3-yl}methyl)-5,7-diazaspiro[3.4]octane-6,8-dion